BrC=1C=C(C=CC1)C1(CC(C1)C)C1=NN=CN1C 3-[(1s,3s)-1-(3-bromophenyl)-3-methylcyclobutyl]-4-methyl-4H-1,2,4-triazole